[C].[Ge].[Si].CC(CCC(=O)NC1=CC=C(C=C1)N1CCOCC1)C 4-methyl-N-(4-morpholinophenyl)pentanamide silicon germanium carbon